2-bromo-5-fluoro-benzaldehyde BrC1=C(C=O)C=C(C=C1)F